(S)-3-methyl-6-((2-(trimethylsilyl)ethoxy)methyl)-1,2,3,6-tetrahydropyrrolo[3',2':5,6]pyrido[2,3-b][1,4]oxazine C[C@H]1CNC2=C(O1)N=C1C(=C2)C=CN1COCC[Si](C)(C)C